ClC=1C=CC2=C(N=C(O2)C2CC3(CC(C3)NC(=O)C=3OC(=CC3)S(=O)(=O)CC3CCC3)C2)C1 N-[6-(5-chloro-1,3-benzoxazol-2-yl)spiro[3.3]heptan-2-yl]-5-(cyclobutylmethylsulfonyl)furan-2-carboxamide